C(#N)C(C(C[C@@H](C(=O)[O-])N1C(C=2C=C3C(=CC2C1)OC(O3)(C3=CC=CC=C3)C3=CC=CC=C3)=O)=O)=S3CCCC3 (2S)-5-cyano-4-oxo-2-(5-oxo-2,2-diphenyl-5,7-dihydro-2H,6H-[1,3]dioxolo[4,5-f]isoindol-6-yl)-5-(1λ4-thiolan-1-ylidene)pentanoate